ClC=1C=C(COC(=O)N[C@H](C(=O)NC(C(=O)OC)CC2C(NC3(C2)CCN(CC3)C(C(C)(C)C)=O)=O)CC3CCCCC3)C=CC1 Methyl 2-((S)-2-((((3-chlorobenzyl)oxy)carbonyl)amino)-3-cyclohexylpropanamido)-3-(2-oxo-8-pivaloyl-1,8-diazaspiro[4.5]decan-3-yl)propanoate